FC1C(C1)C(=O)NC=1N=C2N(C=C(C=C2)C2=C3C=NNC3=C(C(=C2C)F)OC(F)(F)F)C1 2-fluoro-N-(6-(6-fluoro-5-methyl-7-(trifluoromethoxy)-1H-indazol-4-yl)imidazo[1,2-a]pyridin-2-yl)cyclopropane-1-carboxamide